CO[Si](CCCC1CC2C(CC1)C(=O)OC2=O)(OC)OC 4-(3-trimethoxysilylpropyl)cyclohexane-1,2-dicarboxylic anhydride